OC1=CC(=CC(=C1C1C(CCC(=C1)C)C(=C)C)OP(=O)(CCC)N[C@@H](C)C(=O)OC)CCCCC methyl (((6-hydroxy-5'-methyl-4-pentyl-2'-(prop-1-en-2-yl)-1',2',3',4'-tetrahydro-[1,1'-biphenyl]-2-yl)oxy)(propyl)phosphoryl)-L-alaninate